N-(4-(8-amino-3,5-dimethylimidazo[1,5-a]pyrazin-1-yl)-3-methylphenyl)-2-(3-fluorophenyl)-2-hydroxyacetamide NC=1C=2N(C(=CN1)C)C(=NC2C2=C(C=C(C=C2)NC(C(O)C2=CC(=CC=C2)F)=O)C)C